1-((3S,3'R)-3-(2,2,2-trifluoro-1-((4-(4-morpholino-7H-pyrrolo[2,3-d]pyrimidin-6-yl)phenyl)amino)ethyl)-[1,3'-bipyrrolidin]-1'-yl)prop-2-en-1-one FC(C(NC1=CC=C(C=C1)C1=CC2=C(N=CN=C2N2CCOCC2)N1)[C@@H]1CN(CC1)[C@H]1CN(CC1)C(C=C)=O)(F)F